1-(5-{[(5-chlorothiophen-2-yl)methyl]amino}-3-[1-(2,2,2-trifluoroethyl)piperidin-4-yl]-1H-pyrazol-1-yl)-2,2-dimethylpropan-1-one ClC1=CC=C(S1)CNC1=CC(=NN1C(C(C)(C)C)=O)C1CCN(CC1)CC(F)(F)F